NC1=C(C(N(N=C1)CC1=NC(=NO1)C([C@@H](O)C1=CC=C(C=C1)Cl)F)=O)C 5-amino-2-({3-[(2S)-2-(4-chlorophenyl)-1-fluoro-2-hydroxyethyl]-1,2,4-oxadiazol-5-yl}methyl)-4-methylpyridazin-3-one